7-Hydroxypyrazolo[4,3-d]pyrimidine OC=1C2=C(N=CN1)C=NN2